(4R,6R,7R)-4-{[3-(dimethylazaniumyl)propoxy](propan-2-yl)carbamoyl}-6-methyl-6,11-diazatetracyclo[7.6.1.02,7.012,16]hexadeca-1(16),2,9,12,14-pentaen-6-ium C[NH+](CCCON(C(=O)[C@@H]1C=C2C=3C=CC=C4NC=C(C[C@H]2[NH+](C1)C)C34)C(C)C)C